methyl phosphite P(OC)([O-])[O-]